O=C1C[C@H](N(CC1)C(=O)[O-])C=1N=NN(C1)C[Si](C)(C)C (S)-4-oxo-2-[1-(trimethylsilylmethyl)triazol-4-yl]piperidine-1-carboxylate